1-butenylpropylallylammonium hydroxide [OH-].C(=CCC)C(CC)C=CC[NH3+]